biphenyl-4,4'-dicarboxylic acid Bis(4-aminophenyl) ester NC1=CC=C(C=C1)OC(=O)C1=CC=C(C=C1)C1=CC=C(C=C1)C(=O)OC1=CC=C(C=C1)N